4,4'-[(2-hydroxyphenyl)methylene]bis[2,3,6-trimethylphenol] OC1=C(C=CC=C1)C(C1=C(C(=C(C(=C1)C)O)C)C)C1=C(C(=C(C(=C1)C)O)C)C